COCC1C(OS(O1)=O)C(=O)[O-] 5-(methoxymethyl)-1,3,2-dioxathiolane-4-carboxylate 2-oxide